Bromotris(di-methyl-amino)phosphonium Hexafluoro-phosphate F[P-](F)(F)(F)(F)F.Br[P+](N(C)C)(N(C)C)N(C)C